C[SiH2]C1(C[C@@H](CC1)NC(=O)C1=CC=2C(=NC(=C(C2F)F)C)N1)[SiH2]C N-[(3R)-1,1-dimethylsilylcyclopentan-3-yl]-4,5-difluoro-6-methyl-1H-pyrrolo[2,3-b]pyridine-2-carboxamide